tert-butyl (4R)-4-((1R,2S)-3-azido-1-{[tert-butyl(dimethyl)silyl]oxy}-2-methylpropyl)-2,2-dimethyl-1,3-oxazolidine-3-carboxylate N(=[N+]=[N-])C[C@@H]([C@@H](O[Si](C)(C)C(C)(C)C)[C@@H]1N(C(OC1)(C)C)C(=O)OC(C)(C)C)C